3,9-bis[2-(3,5-diamino-2,4,6-triazaphenyl)ethyl]-2,4,8,10-tetraoxaspiro[5.5]undecane NC=1N=C(N=C(N1)N)CCC1OCC2(CO1)COC(OC2)CCC2=NC(=NC(=N2)N)N